CNC(=O)C=1SC(=NN1)N1CC(CC1)C=1N=NC(=CC1)NC(CC=1N=CN(C1)C1=CC(=CC=C1)OC(F)(F)F)=O N-methyl-5-(3-(6-(2-(1-(3-(trifluoromethoxy)phenyl)-1H-imidazol-4-yl)acetamido)pyridazin-3-yl)pyrrolidin-1-yl)-1,3,4-thiadiazole-2-carboxamide